7,12-Di-meth-yl-7,1-octadecandien CC(CCCCC=C)=CCCCC(CCCCCC)C